C(C)(C)(C)NC(=O)C1C(N(C(C2=CC=CC=C12)=O)O)=O N-(tert-butyl)-2-hydroxy-1,3-dioxo-4H-isoquinoline-4-carboxamide